Cl.NC1=NC=NN2C1=C(C=C2C=2CN(CC2)C(C)=O)N2CC(CCC2)N 1-(3-(4-amino-5-(3-aminopiperidin-1-yl)pyrrolo[2,1-f][1,2,4]triazin-7-yl)-2,5-dihydro-1H-pyrrol-1-yl)ethan-1-one HCl